C(CCCCCCC=C)[SiH](O[SiH3])CC 8-nonenylethyldisiloxane